NC1=C(C=C(C=C1)C1=CC2=C(N=C(N=C2)SC)N(C1=O)CCOC)F 6-(4-Amino-3-fluoro-phenyl)-8-(2-methoxyethyl)-2-methylsulfanyl-pyrido[2,3-d]pyrimidin-7-one